N1(CCCC2=CC=CC=C12)C(=O)OC methyl 3,4-dihydroquinoline-1(2H)-carboxylate